CN1C=NC2=C1C=CC=C2C2=C(N=C(C(=N2)C(=O)N)NC2=CC=C(C=C2)N2CCOCC2)N[C@H]2[C@@H](C2)C |o1:33,34| 6-(1-methylbenzimidazol-4-yl)-3-(4-morpholinoanilino)-5-[[rel-(1R,2R)-2-methylcyclopropyl]amino]pyrazine-2-carboxamide